trans-dihydrofuran O1CCC=C1